tert-butyl (S)-(2-(2-chlorophenyl)-1-(1H-pyrazol-3-yl)ethyl)carbamate ClC1=C(C=CC=C1)C[C@@H](C1=NNC=C1)NC(OC(C)(C)C)=O